C1(CC1)C1=NC=NC(=C1C=1OC=2C(=NC=CC2N1)CC1=CC=C(C=C1)N1N=C(C=C1OC)C(F)(F)F)OC 2-(4-cyclopropyl-6-methoxypyrimidin-5-yl)-4-(4-(5-methoxy-3-(trifluoromethyl)-1H-pyrazol-1-yl)benzyl)oxazolo[5,4-c]pyridine